(S)-1-(1-(2-hydroxy-4-(trifluoromethyl)phenyl)pyrido[3,4-d]-pyridazin-4-yl)-3-methylpyrrolidin-3-ol OC1=C(C=CC(=C1)C(F)(F)F)C1=C2C(=C(N=N1)N1C[C@](CC1)(O)C)C=NC=C2